CC(C)(C(C)C)OC(=O)C1=C2C=CC=C(C2=CC=C1)C1C2C3C4C=CC(C3C(C1)C2)C4 8-(5-(2,3-dimethyl-2-butoxycarbonyl)naphthyl)-tetracyclo[4.4.0.12,5.17,10]-3-dodecene